4,5-dichloro-2-[4-[(1S,2R)-2-methyl-3,4-dihydro-2H-quinolin-1-yl]cyclohexyl]pyridazin-3-one ClC=1C(N(N=CC1Cl)C1CCC(CC1)N1[C@@H](CCC2=CC=CC=C12)C)=O